CN1N=C2C([NH2+]CCC2=C1C=1C=C(C=C(C1)F)CC(=O)N)C 2-[3-(2,7-Dimethyl-4,5,6,7-tetrahydropyrazolo[3,4-c]pyridin-6-ium-3-yl)-5-fluoro-phenyl]acetamide